FC=1C(=NC=C(C1)F)CC1CC2(CN(C2)C(=O)N2CC3(C2)NC(OC3)=O)CC1 2-[6-[(3,5-difluoro-2-pyridinyl)methyl]-2-azaspiro[3.4]octane-2-carbonyl]-7-oxa-2,5-diazaspiro[3.4]octan-6-one